2-methyloctanediamide naphthalate C1(=CC=CC2=CC=CC=C12)C(=O)O.CC(C(=O)N)CCCCCC(=O)N